[Li+].C(C)OC(C(C(=O)[O-])C)=O 3-ethoxy-2-methyl-3-oxo-propionic acid lithium salt